C(#N)C1=CC=C(C=C1)NS(=O)(=O)C1=CNC2=NC=C(C=C21)I N-(4-cyanophenyl)-5-iodo-1H-pyrrolo[2,3-b]pyridine-3-sulfonamide